2-(1-((1-(4-((2,6-dioxopiperidin-3-yl)amino)-2-fluorophenyl)piperidin-4-yl)methyl)piperidin-4-yl)acetic acid O=C1NC(CCC1NC1=CC(=C(C=C1)N1CCC(CC1)CN1CCC(CC1)CC(=O)O)F)=O